3-(5-(L-prolinyl)-1,4,5,6-tetrahydropyrrolo[3,4-d]imidazol-2-yl)-5-((R)-1-(3,5-dichloropyridin-4-yl)ethoxy)-1H-indazole N1[C@@H](CCC1)C(=O)N1CC=2NC(=NC2C1)C1=NNC2=CC=C(C=C12)O[C@H](C)C1=C(C=NC=C1Cl)Cl